Rac-(5aR,6S,7S,8R,8aS)-3-chloro-7-((dimethylamino)methyl)-1-methoxy-6-phenyl-5a-(4-(trifluoromethyl)phenyl)-5a,6,7,8-tetrahydro-8aH-cyclopenta[4,5]furo[3,2-c]pyridine-8,8a-diol ClC1=CC2=C(C(=N1)OC)[C@]1([C@@](O2)([C@@H]([C@H]([C@H]1O)CN(C)C)C1=CC=CC=C1)C1=CC=C(C=C1)C(F)(F)F)O |r|